N(=C=O)C1CC(C(CC1N=C=O)N=C=O)N=C=O 1,6-diisocyanato-3,4-diisocyanato-cyclohexane